(R)-Ethyl 2-(((2-(3-(1-hydroxyethyl)phenyl)-4-morpholinothieno[3,2-d]pyrimidin-6-yl)methyl)(methyl)amino)pyrimidine-5-carboxylate O[C@H](C)C=1C=C(C=CC1)C=1N=C(C2=C(N1)C=C(S2)CN(C2=NC=C(C=N2)C(=O)OCC)C)N2CCOCC2